(1S,3S)-3-((2-Methyl-6-(1-methyl-5-(((((R)-1-phenylethoxy)carbonyl)amino)methyl)-1H-pyrazol-4-yl)pyridin-3-yl)oxy)cyclohexan CC1=NC(=CC=C1OC1CCCCC1)C=1C=NN(C1CNC(=O)O[C@@H](C)C1=CC=CC=C1)C